FC(C(=O)N1CCOCC1)F 2,2-difluoro-1-morpholinoethane-1-one